lithium 2-((4-(7-(((2s,5r)-5-(cyclopropanesulphonylamino) tetrahydro-2H-pyran-2-yl) methyl)-2,7-diazaspiro[3.5]non-2-yl) pyrimidin-5-yl) oxy)-5-fluorobenzoate C1(CC1)S(=O)(=O)N[C@@H]1CC[C@H](OC1)CN1CCC2(CN(C2)C2=NC=NC=C2OC2=C(C(=O)[O-])C=C(C=C2)F)CC1.[Li+]